tert-butyl (S)-4-(7-(4-cyanopyridin-2-yl)-5-(dimethylamino)-7H-pyrrolo[2,3-d]pyrimidin-4-yl)-3-methylpiperazine-1-carboxylate C(#N)C1=CC(=NC=C1)N1C=C(C2=C1N=CN=C2N2[C@H](CN(CC2)C(=O)OC(C)(C)C)C)N(C)C